2-methyl-1,3-propanediol di(3-mercaptopropionate) SCCC(=O)OCC(COC(CCS)=O)C